CN(CCN1N=C(C(=C1)NC1=NC=C(C(=N1)NCCCNC(=O)C1CCC1)C(F)(F)F)C)C N-(3-((2-((1-(2-(dimethylamino)ethyl)-3-methyl-1H-pyrazol-4-yl)amino)-5-(trifluoromethyl)pyrimidin-4-yl)amino)propyl)cyclobutanecarboxamide